2-Fluoro-6-methoxy-4-methylpyridin-3-amine FC1=NC(=CC(=C1N)C)OC